(2S)-2-[Benzyloxycarbonyl(methyl)amino]-3-(cyclobutoxy)propanoic acid C(C1=CC=CC=C1)OC(=O)N([C@H](C(=O)O)COC1CCC1)C